CN1C(=CC=C1)C(=O)O 1-methyl-1H-pyrrole-2-Formic acid